N,N'-diisopropyl-urea C(C)(C)NC(=O)NC(C)C